ClC=1C=C2C(=C3C1NC(NC31CCCCC1)=O)OC(=N2)CN2[C@H](CCC2)COC 5-chloro-2-{[(2R)-2-(methoxymethyl)pyrrolidin-1-yl]methyl}-7,8-dihydro-6H-spiro[[1,3]oxazolo[5,4-f]quinazoline-9,1'-cyclohexan]-7-one